1,4-bis(bicyclo[2.2.1]hept-5-en-2-yl)butane C12C(CC(C=C1)C2)CCCCC2C1C=CC(C2)C1